(1r,4r)-2'-[(1E)-3-{[tert-butyl(dimethyl)silyl]oxy}prop-1-en-1-yl]-4-(3-chloroanilino)spiro[cyclohexane-1,1'-indene]-4-carboxylic acid [Si](C)(C)(C(C)(C)C)OC/C=C/C=1C2(C3=CC=CC=C3C1)CCC(CC2)(C(=O)O)NC2=CC(=CC=C2)Cl